NC(CC[C@@H](C1=CC=CC=C1)NC(=O)N1CC2=C(C=CC(=C2CC1)C1=CC=C(C=C1)C(F)(F)F)N1C[C@@H](CC1)C(N)=O)=O N-((S)-4-amino-4-oxo-1-phenylbutyl)-8-((R)-3-carbamoylpyrrolidin-1-yl)-5-(4-(trifluoromethyl)phenyl)-3,4-dihydroisoquinoline-2(1H)-carboxamide